COC1=CC=C(C=C1)C1=C(C=CC=C1)NC1=CC=C(C=C1)C1=NN=CN1C N-[2-(4-methoxyphenyl)phenyl]-4-(4-methyl-4H-1,2,4-triazol-3-yl)aniline